5-(2,6-difluoro-3-(2-hydroxyethyl)phenyl)-3-(1-methyl-1H-pyrazol-4-yl)-1H-pyrazolo[3,4-c]Pyridine-1-carboxylic acid tert-butyl ester C(C)(C)(C)OC(=O)N1N=C(C=2C1=CN=C(C2)C2=C(C(=CC=C2F)CCO)F)C=2C=NN(C2)C